COC1=CC=C(CO[C@@H]([C@H](O)[C@@H]2OC2)C=C)C=C1 (1S,2R)-2-(4-methoxybenzyloxy)-1-((R)-oxiran-2-yl)but-3-en-1-ol